rac-cis-6-(4-(5-fluorobenzo[d]isoxazol-3-yl)piperidine-1-carbonyl)hexahydro-2H-pyrido[4,3-b][1,4]oxazin-3(4H)-one FC=1C=CC2=C(C(=NO2)C2CCN(CC2)C(=O)N2C[C@@H]3[C@@H](OCC(N3)=O)CC2)C1 |r|